2-(2,6-difluoro-3-(prop-1-en-2-yl)phenyl)acetaldehyde FC1=C(C(=CC=C1C(=C)C)F)CC=O